ClC1=C(C=2N=C(NC(C2C(=N1)OCC1C2CCC(CN1)N2C(=O)[O-])=O)SC)F 2-(((7-chloro-8-fluoro-2-(methylthio)-4-oxo-3,4-dihydropyrido[4,3-d]pyrimidin-5-yl)oxy)methyl)-3,8-diazabicyclo[3.2.1]octane-8-carboxylate